C(C)P(=O)(CC)C1=C(C=NC=C1)NC1=C(C=C(C=C1)C#C)F 4-(Diethyl-phosphoryl)-N-(4-ethynyl-2-fluoro-phenyl)-pyridin-3-amine